FC=1C=C(CNC(OCCC2=C(C(=NC(=C2C=2OC(=NN2)C)CCC2=CC=C(C=C2)F)CC(C)C)C#N)=O)C=CC1F 2-(3-cyano-6-(4-fluorophenethyl)-2-isobutyl-5-(5-methyl-1,3,4-oxadiazol-2-yl)pyridin-4-yl)ethyl (3,4-difluorobenzyl)carbamate